The molecule is an anthocyanin cation consisting of delphinidin with beta-D-glucosyl groups at the 3-, 3'- and 5'-positions. It is a beta-D-glucoside and an anthocyanin cation. It derives from a delphinidin. It is a conjugate acid of a ternatin C5(2-). C1=C(C=C(C(=C1O[C@H]2[C@@H]([C@H]([C@@H]([C@H](O2)CO)O)O)O)O)O[C@H]3[C@@H]([C@H]([C@@H]([C@H](O3)CO)O)O)O)C4=[O+]C5=CC(=CC(=C5C=C4O[C@H]6[C@@H]([C@H]([C@@H]([C@H](O6)COC(=O)CC(=O)O)O)O)O)O)O